FC(C1CN(C1)C(=O)[C@H]1CCCC=2N1C(N(N2)CC2=CC=C(C=C2)C)=O)F |r| (5RS)-5-{[3-(Difluoromethyl)azetidin-1-yl]carbonyl}-2-(4-methylbenzyl)-5,6,7,8-tetrahydro[1,2,4]triazolo[4,3-a]pyridin-3(2H)-one